NC1=NC=CC=C1C1=NC=2C(=NC(=CC2)C2=CC=CC=C2)N1C1=CC=C(CN([C@H]2CC[C@H](CC2)C(=O)OC)CC(F)(F)F)C=C1 methyl Cis-4-((4-(2-(2-aminopyridin-3-yl)-5-phenyl-3H-imidazo[4,5-b]pyridin-3-yl)benzyl)(2,2,2-trifluoroethyl)amino)cyclohexane-1-carboxylate